BrC=1C=CC=2N(C1)C(=NN2)C(F)(F)OCC2CC2 6-bromo-3-[cyclopropylmethoxy(difluoro)methyl]-[1,2,4]triazolo[4,3-a]pyridine